3-(5-(((R)-4-benzhydryl-2-methylpiperazin-1-yl)methyl)-1-oxoisoindolin-2-yl)piperidine-2,6-dione C(C1=CC=CC=C1)(C1=CC=CC=C1)N1C[C@H](N(CC1)CC=1C=C2CN(C(C2=CC1)=O)C1C(NC(CC1)=O)=O)C